N-methyl-N-(2-nitrophenyl)tetrahydrofuran-3-amine CN(C1COCC1)C1=C(C=CC=C1)[N+](=O)[O-]